N-(4-(6-(cyclopropylsulfonamido)-[1,1'-biphenyl]-3-yl)-1H-pyrrolo[2,3-b]pyridin-6-yl)cyclopropylcarboxamide C1(CC1)S(=O)(=O)NC1=CC=C(C=C1C1=CC=CC=C1)C1=C2C(=NC(=C1)NC(=O)C1CC1)NC=C2